3,5-bistrifluoromethylphenyl isothiocyanate FC(C=1C=C(C=C(C1)C(F)(F)F)N=C=S)(F)F